NC(C)(C)C1=CC(=NC(=C1)C1=CC=C(C=C1)F)OC1[C@@H]2CN(C[C@H]12)C(=O)C1=C(N=C(N1)C1=NC=CC=N1)C ((1R,5S,6s)-6-((4-(2-aminopropan-2-yl)-6-(4-fluorophenyl)pyridin-2-yl)oxy)-3-azabicyclo[3.1.0]hexan-3-yl)(4-methyl-2-(pyrimidin-2-yl)-1H-imidazol-5-yl)methanone